5-(3-methyl-5-(piperidin-4-yl)-1H-indol-2-yl)-1H-benzo[d][1,2,3]triazole CC1=C(NC2=CC=C(C=C12)C1CCNCC1)C1=CC2=C(NN=N2)C=C1